BrC=1C=C(C=CC1O)C\C(\CNC(CCCCCCC(=O)[NH-])O)=N/O (E)-8-(3-(3-bromo-4-hydroxyphenyl)-2-hydroxyimino-propylamino)-N-hydroxyoctanoyl-amide